Heptadecan-9-yl ((((2R,3S,5R)-5-(6-amino-2-fluoro-9H-purin-9-yl)-2-ethynyl-3-hydroxytetra-hydrofuran-2-yl)methoxy)-(phenoxy)phosphoryl)-L-phenylalaninate NC1=C2N=CN(C2=NC(=N1)F)[C@H]1C[C@@H]([C@@](O1)(C#C)COP(=O)(OC1=CC=CC=C1)N[C@@H](CC1=CC=CC=C1)C(=O)OC(CCCCCCCC)CCCCCCCC)O